P(=O)(OC1=C(C=CC=C1)CC)(OC1=C(C=CC=C1)CC)OC1=C(C=CC=C1)CC tri-(2-ethyl phenyl) phosphate